C(C)C1=CC(=NC=C1)[C@H](O)[C@@]12CC3=C(C=C2CCN(C1)S(=O)(=O)C1=CC(=C(C(=C1)F)F)F)N(N=C3)C3=CC=C(C=C3)F |&1:8| (R)-(4-ethylpyridin-2-yl)(1-(4-fluorophenyl)-6-((3,4,5-trifluorophenyl)sulfonyl)-4,4a,5,6,7,8-hexahydro-1H-pyrazolo[3,4-g]isoquinolin-4a-yl)-(R/S)-methanol